CC(C(C(C(N)(N)C)(C)C)(C)C)CC hexamethyl-hexanediamine